tert-butyl 6-[5-[2-[1-(6,7-dihydro-5H-pyrrolo[1,2-c]imidazol-1-yl)-2-oxo-2-(thiazol-2-ylamino)ethyl]-7-fluoro-indazol-6-yl]-2-pyridyl]-2,6-diazaspiro[3.3]heptane-2-carboxylate C1(=C2N(C=N1)CCC2)C(C(NC=2SC=CN2)=O)N2N=C1C(=C(C=CC1=C2)C=2C=CC(=NC2)N2CC1(CN(C1)C(=O)OC(C)(C)C)C2)F